11-cyclopentyl-5-methyl-2-((4-(piperazine-1-carbonyl)phenyl)amino)-5,11-dihydro-6H-benzo[e]pyrimido[5,4-b][1,4]diazepin-6-one C1(CCCC1)N1C2=C(N(C(C3=C1C=CC=C3)=O)C)C=NC(=N2)NC2=CC=C(C=C2)C(=O)N2CCNCC2